C1(=CC=CC=C1)N1OCC(C1C1=CC=CC=C1)C(C)=O 2,3-diphenyl-4-acetyl-isoxazoline